C(C=C)(=O)O.C(C=C)(=O)O.C(C=C)(=O)O.OCCC=1N=C(C(=C(C(=O)O)C1)CCO)CCO tris(2-hydroxyethyl)isonicotinic acid triacrylate